[2-chloro-4-[[3-[3-(trifluoromethyl)-1H-pyrazol-4-yl]imidazo[1,2-a]pyrazin-8-yl]amino]phenyl]-[4-(3-hydroxypiperidine-3-carbonyl)piperazin-1-yl]methanone ClC1=C(C=CC(=C1)NC=1C=2N(C=CN1)C(=CN2)C=2C(=NNC2)C(F)(F)F)C(=O)N2CCN(CC2)C(=O)C2(CNCCC2)O